3,6,9,12-tetraoxatridecyl oxalate C(C(=O)[O-])(=O)OCCOCCOCCOCCOC